4-(2-((2-(3,4-dihydroquinolin-1(2H)-yl)-2-oxo-1-phenylethyl)amino)ethyl)benzenesulfonamide N1(CCCC2=CC=CC=C12)C(C(C1=CC=CC=C1)NCCC1=CC=C(C=C1)S(=O)(=O)N)=O